C(#N)C1=CC(=C(COC2=CC=CC(=N2)C2CCN(C3CC23)CC2=NC3=C(N2CC2=CN=CS2)C=C(C=C3)C(=O)O)C=C1)F 2-((5-(6-((4-Cyano-2-fluorobenzyl)oxy)pyridin-2-yl)-2-azabicyclo[4.1.0]heptan-2-yl)methyl)-1-(thiazol-5-ylmethyl)-1H-benzo[d]imidazole-6-carboxylic acid